5-(2-((R or S)-3-(2-(5-fluorothiophen-2-yl)ethyl)-3-((S or R)-isochroman-1-yl)pyrrolidin-1-yl)propan-2-yl)-2-methylpyridine citrate C(CC(O)(C(=O)O)CC(=O)O)(=O)O.FC1=CC=C(S1)CC[C@@]1(CN(CC1)C(C)(C)C=1C=CC(=NC1)C)[C@H]1OCCC2=CC=CC=C12 |o1:21,36|